C(CCCC\C=C/C\C=C/C\C=C/CCCCC)(=O)O (6Z,9Z,12Z)-6,9,12-Octadecatrienoic acid